COC1=C(C=C(C=N1)C(CO)O)C(F)(F)F 1-(6-methoxy-5-(trifluoromethyl)pyridin-3-yl)ethane-1,2-diol